ClC1=CC=C(C=C1)CC(=O)NC[C@H]([C@@H](O)[C@H]1[C@@H]([C@H](C[C@@](O1)(C(=O)O)OCCCCCCOCC#C)O)NC(CC1=CC=CC=C1)=O)O (2R,4S,5R,6R)-6-((1R,2R)-3-(2-(4-chlorophenyl)acetamido)-1,2-dihydroxypropyl)-4-hydroxy-5-(2-phenylacetamido)-2-((6-(prop-2-yn-1-yloxy)hexyl)oxy)tetrahydro-2H-pyran-2-carboxylic acid